C(CO)(=O)C1[C@@](C(O)=O)(O)O[C@H]([C@@H]([C@H]1O)N)[C@H](O)[C@H](O)CO glycoloyl-α-neuraminic acid